(2-bromo-6-(trifluoromethyl)phenyl)-2,2,2-trifluoroacetamide BrC1=C(C(=CC=C1)C(F)(F)F)NC(C(F)(F)F)=O